((S)-2,3-bis(1-hydroxy-3,4-dihydro-1H-benzo[c][1,2]oxaborinine-7-carboxamido)propanoyl)-L-glutamic acid OB1OCCC2=C1C=C(C=C2)C(=O)N[C@H](C(=O)N[C@@H](CCC(=O)O)C(=O)O)CNC(=O)C=2C=CC1=C(B(OCC1)O)C2